[Cl-].[Cl-].CC(=[Zr+2](C1=CC=CC=2C3=CC=CC=C3CC12)C1C=CC=C1)C1=CC=CC=C1 (methyl)(phenyl)methylene(cyclopentadienyl)(fluorenyl)zirconium dichloride